(E,2S)-7-(dimethylamino)-2-(methoxycarbonylamino)-7-oxo-hept-5-enoic acid CN(C(/C=C/CC[C@@H](C(=O)O)NC(=O)OC)=O)C